6-[(4-chlorophenyl)methyl]-7,10-dioxo-9-(propan-2-yl)-2,6,9-triazaspiro[4.5]decane-2-carboxamide ClC1=CC=C(C=C1)CN1C2(CCN(C2)C(=O)N)C(N(CC1=O)C(C)C)=O